Cl.CC1=C(C(=CC=C1)C)NN (2,6-dimethylphenyl)hydrazine hydrochloride